C(C)N1C(C(=CC2=C1N=C(N=C2)N[C@@H]2CNC[C@H](C2)F)C2=C(C(=C(C=C2)N2C(C(CC2)CC)=O)F)F)=O 8-Ethyl-6-(4-(3-ethyl-2-oxopyrrolidin-1-yl)-2,3-difluorophenyl)-2-(((3S,5S)-5-fluoropiperidin-3-yl)amino)pyrido[2,3-d]pyrimidin-7(8H)-one